ClC=1C=C(C=CC1F)N1C(CCC[C@H]1C1=NC2=C(N1C1CCC(CC1)(C)O)C=CC(=C2)C2=C(N=NN2C)C)=O (S)-1-(3-chloro-4-fluorophenyl)-6-(5-(1,4-dimethyl-1H-1,2,3-triazol-5-yl)-1-(cis-4-hydroxy-4-methylcyclohexyl)-1H-benzo[d]imidazol-2-yl)piperidin-2-one